NC=1C=CC2=C(CN(C[C@H](O2)CC)CC2=CC(=CC=3C=CSC32)[C@H](CC(=O)OCC)C=3C(=C2C(=NC3)N(N=N2)C)C)N1 ethyl (3S)-3-(7-{[(2R)-7-amino-2-ethyl-2,3-dihydropyrido[2,3-f][1,4]oxazepin-4(5H)-yl]methyl}-1-benzothiophen-5-yl)-3-(3,7-dimethyl-3H-[1,2,3]triazolo[4,5-b]pyridin-6-yl)propanoate